(R)-1-(2-fluoro-3-(pyrrolidine-1-carbonyl)phenyl)-N-(1-(3-nitro-5-(trifluoromethyl)phenyl)ethyl)-6-oxo-1,6-dihydropyridazine-3-carboxamide FC1=C(C=CC=C1C(=O)N1CCCC1)N1N=C(C=CC1=O)C(=O)N[C@H](C)C1=CC(=CC(=C1)C(F)(F)F)[N+](=O)[O-]